(2R,4S)-4-hydroxy-1-[(2S)-2-[4-[[4-(1-hydroxyethyl)phenoxy]methyl]triazol-1-yl]-3,3-dimethyl-butanoyl]-N-methyl-pyrrolidine-2-carboxamide O[C@H]1C[C@@H](N(C1)C([C@H](C(C)(C)C)N1N=NC(=C1)COC1=CC=C(C=C1)C(C)O)=O)C(=O)NC